COC1=CC=C(C=C1)CN1C(N2C(C3=C1C=C(C=N3)N3CCOCC3)=NC(=N2)CC(C)C)=O 6-[(4-Methoxyphenyl)methyl]-2-(2-methylpropyl)-8-(morpholin-4-yl)pyrido[2,3-e][1,2,4]triazolo[1,5-c]pyrimidin-5(6H)-one